FC1=C(C=CC(=C1COC=1C=C2C(=NC1)NN=C2)F)C2=C(C(=NC=C2)OC)S(=O)(=O)N [2,4-difluoro-3-([1H-pyrazolo[3,4-b]pyridin-5-yloxy]methyl)phenyl]-2-methoxypyridine-3-sulfonamide